5-[4-[[(2R)-azetidin-2-yl]methoxy]-2-methyl-pyrazol-3-yl]-N-(6-methylpyridazin-3-yl)pyrazolo[1,5-a]pyridin-2-amine N1[C@H](CC1)COC1=C(N(N=C1)C)C1=CC=2N(C=C1)N=C(C2)NC=2N=NC(=CC2)C